(1R,3S,4R)-2-((3-chlorophenyl)-L-leucyl)-N-((R)-1-cyano-2-((S)-2-oxopiperidin-3-yl)ethyl)-5,5-difluoro-2-azabicyclo[2.2.2]octane-3-carboxamide ClC=1C=C(C=CC1)N[C@@H](CC(C)C)C(=O)N1[C@H]2CC([C@@H]([C@H]1C(=O)N[C@H](C[C@H]1C(NCCC1)=O)C#N)CC2)(F)F